FC1=C(C(=O)NCC23CCC(CC2)(CC3)N3N=C2C=CC(=CC2=C3)C(F)(F)F)C=C(C(=C1F)O)F 2,3,5-trifluoro-4-hydroxy-N-({4-[5-(trifluoromethyl)-2H-indazol-2-yl]bicyclo[2.2.2]octan-1-yl}methyl)benzamide